C1#CCCCC1 cyclohexyn